2,3,7,8-tetrahydro-6H-indeno[5,6-b][1,4]dioxin-6-one O1C2=C(OCC1)C=C1C(CCC1=C2)=O